tert-Butyl 2-((6-(trifluoromethyl)pyridin-3-yl)oxy)acetate FC(C1=CC=C(C=N1)OCC(=O)OC(C)(C)C)(F)F